(2-(3,6-diphenyl-5-(6-phenylpyridin-3-yl)pyrazin-2-yl)phenyl)-4,6-diphenyl-1,3,5-triazine C1(=CC=CC=C1)C=1C(=NC(=C(N1)C=1C=NC(=CC1)C1=CC=CC=C1)C1=CC=CC=C1)C1=C(C=CC=C1)C1=NC(=NC(=N1)C1=CC=CC=C1)C1=CC=CC=C1